1-(6-(1-(difluoromethyl)-1H-pyrazol-4-yl)pyrimidin-4-yl)-5'-(3,5-difluorophenyl)-6',7'-dihydro-3'H,5'H-spiro[piperidine-4,2'-pyrrolo[1,2-a]imidazol]-3'-one FC(N1N=CC(=C1)C1=CC(=NC=N1)N1CCC2(N=C3N(C2=O)C(CC3)C3=CC(=CC(=C3)F)F)CC1)F